2,2,2-trifluoro-1-(3-(methylsulfonyl)-4-((1-(methylsulfonyl)-piperidin-4-yl)methoxy)phenyl)ethyl methanesulfonate CS(=O)(=O)OC(C(F)(F)F)C1=CC(=C(C=C1)OCC1CCN(CC1)S(=O)(=O)C)S(=O)(=O)C